3-Methylphenyl 3-deoxy-3-[4-(3,4,5-trifluorophenyl)-1H-1,2,3-triazol-1-yl]-1-thio-α-D-galactopyranoside FC=1C=C(C=C(C1F)F)C=1N=NN(C1)[C@@H]1[C@H]([C@@H](SC2=CC(=CC=C2)C)O[C@@H]([C@@H]1O)CO)O